(S)-4-((1H-pyrazol-1-yl)methyl)-N-(2,6-dimethoxyphenylsulfonimidoyl)-3-(trifluoromethoxy)benzamide N1(N=CC=C1)CC1=C(C=C(C(=O)N[S@@](=O)(=N)C2=C(C=CC=C2OC)OC)C=C1)OC(F)(F)F